ClC1=CC(=C(COC=2C=C(C=CC2F)C2=CC(=C(C=3CCOC32)CC3=NC2=C(N3C[C@H]3OCC3)C=C(C=C2OC)C(=O)O)F)C=C1)F (S)-2-((7-(3-((4-chloro-2-fluorobenzyl)oxy)-4-fluorophenyl)-5-fluoro-2,3-dihydrobenzofuran-4-yl)methyl)-4-methoxy-1-(oxetane-2-ylmethyl)-1H-benzo[d]imidazole-6-carboxylic acid